(7aS)-2-fluorotetrahydro-1H-pyrrolizine FC1CC2=CCCN2C1